CC1=C2C(=CC(=C1)O2)CC 2-methyl-6-ethyl-1,4-phenylene ether